C(C=C)(=O)SC(CSC=1SC(=NN1)SCCC)C 2-acryloylthio-n-propylthio-5-n-propylthio-1,3,4-thiadiazole